C1=NN=C2N1C1=CC=CC=C1C=C2C(=O)OCC ethyl [1,2,4]triazolo[4,3-a]quinoline-4-carboxylate